2-[4,6-bis(2,4-dimethylphenyl)-1,3,5-triazine-2-yl]-Benzoate CC1=C(C=CC(=C1)C)C1=NC(=NC(=N1)C1=C(C=C(C=C1)C)C)C1=C(C(=O)[O-])C=CC=C1